CC1=CC(=NC(=N1)SCC=1OC(=NN1)C1=CC=CC=C1)N 6-methyl-2-{[(5-phenyl-1,3,4-oxadiazol-2-yl)methyl]sulfanyl}pyrimidin-4-amine